3-{[(3R,4S)-4-Methyl-2-(2-methyl-5-phenyl-1,3-thiazol-4-carbonyl)-2-azabicyclo[3.1.1]heptan-3-yl]methoxy}isochinolin C[C@@H]1[C@@H](N(C2CC1C2)C(=O)C=2N=C(SC2C2=CC=CC=C2)C)COC=2N=CC1=CC=CC=C1C2